8-(3,4-difluorophenyl)-2-(2-phenoxyacetyl)-1,3,4,12a-tetrahydrobenzo[e]pyrazino[1,2-a][1,4]diazepine-6,12(2H,11H)-dione FC=1C=C(C=CC1F)C1=CC2=C(NC(C3N(C2=O)CCN(C3)C(COC3=CC=CC=C3)=O)=O)C=C1